sodium bis(salicylate) borate B([O-])(O)O.C(C=1C(O)=CC=CC1)(=O)O.C(C=1C(O)=CC=CC1)(=O)O.[Na+]